(3R)-N-[2,4-difluoro-3-[5-[2-(1-piperazin-1-ylcyclopropyl)pyrimidin-5-yl]-1H-pyrrolo[2,3-b]pyridine-3-carbonyl]phenyl]-3-fluoro-pyrrolidine-1-sulfonamide FC1=C(C=CC(=C1C(=O)C1=CNC2=NC=C(C=C21)C=2C=NC(=NC2)C2(CC2)N2CCNCC2)F)NS(=O)(=O)N2C[C@@H](CC2)F